COCCNC(CN1N=C2C3=C(CCC2=C1)OC(=C3C)C(=O)N3CCCC3)=O N-(2-methoxyethyl)-2-[8-methyl-7-(pyrrolidine-1-carbonyl)-4,5-dihydrofuro[2,3-g]indazol-2-yl]acetamide